1-(4-(5-(2-fluorophenyl)-7H-pyrrolo[2,3-d]pyrimidin-4-yl)-3-methylpiperazin-1-yl)-2-methylpropan-1-one FC1=C(C=CC=C1)C1=CNC=2N=CN=C(C21)N2C(CN(CC2)C(C(C)C)=O)C